NC1CC(NC1)C=O 4-AMINO-2-PYRROLIDINECARBALDEHYDE